CN1CCC(CC1)COC1=NC=CC(=C1)CN (2-((1-Methylpiperidin-4-yl)methoxy)pyridin-4-yl)methanamine